[S-2].[Ti+4].[Mn+2].[S-2].[S-2] manganese-titanium sulfide